3-(3-isobutylphenyl)butanoate C(C(C)C)C=1C=C(C=CC1)C(CC(=O)[O-])C